1-(((4aR,6aS,7S)-4a,6a-dimethyl-2-oxo-2,4a,4b,5,6,6a,7,8,9,9a,9b,10,11,11a-tetradecahydro-1H-indeno[5,4-f]quinolin-7-yl)methyl)-3-phenylurea C[C@@]12C=CC(NC2CCC2C1CC[C@@]1([C@H](CCC12)CNC(=O)NC1=CC=CC=C1)C)=O